NC1=CC(=C(OC=2C=C(C(NN2)=O)C(F)(F)F)C(=C1)Cl)Cl 6-(4-amino-2,6-dichlorophenoxy)-4-(trifluoromethyl)pyridazin-3(2H)-one